C(OC(C)(CC)OOC(C)(C)C)([O-])=O tert-butylperoxysec-butyl monocarbonate